C1(=CC=CC=C1)C1=CN=C(S1)CC=O 2-(5-phenyl-1,3-thiazol-2-yl)ethan-1-one